tert-butyl 2-[3-[3-(trifluoromethyl) phenyl] imidazo[1,2-b]pyridazin-6-yl]-2,7-diazaspiro[3.5]nonane-7-carboxylate FC(C=1C=C(C=CC1)C1=CN=C2N1N=C(C=C2)N2CC1(C2)CCN(CC1)C(=O)OC(C)(C)C)(F)F